1,3-dimethyl-N-(3-(3-(6-(trifluoromethyl)pyridin-3-yl)phenyl)propyl)-1H-pyrazole-5-carboxamide CN1N=C(C=C1C(=O)NCCCC1=CC(=CC=C1)C=1C=NC(=CC1)C(F)(F)F)C